(R)-N-(2,4-Dimethoxybenzyl)-4-(3-(dimethylamino)-3-(3-(trifluoromethyl)-phenethyl)piperidin-1-yl)-2,6-difluoro-N-(pyrimidin-2-yl)benzenesulfonamide COC1=C(CN(S(=O)(=O)C2=C(C=C(C=C2F)N2C[C@](CCC2)(CCC2=CC(=CC=C2)C(F)(F)F)N(C)C)F)C2=NC=CC=N2)C=CC(=C1)OC